(Z)-2-(2,6-dioxopiperidin-3-yl)-5-(4-(2-(1-(4-(1-(4-hydroxyphenyl)-2-phenylbut-1-en-1-yl)phenyl)piperidin-4-yl)ethyl)piperazin-1-yl)isoindoline-1,3-dione O=C1NC(CCC1N1C(C2=CC=C(C=C2C1=O)N1CCN(CC1)CCC1CCN(CC1)C1=CC=C(C=C1)/C(=C(\CC)/C1=CC=CC=C1)/C1=CC=C(C=C1)O)=O)=O